1-((tetrahydro-2H-pyran-4-yl)methyl)-3-(o-tolyl)-1H-pyrrole-2,5-dione O1CCC(CC1)CN1C(C(=CC1=O)C1=C(C=CC=C1)C)=O